2-bromocyclobutan-1-one BrC1C(CC1)=O